C12(CC3CC(CC(C1)C3)C2)CNS(=O)(=O)C=2C=C(C(=O)NC3=CC(=CC=C3)[N+](=O)[O-])C=CC2 3-(N-(adamantan-1-ylmethyl)sulfamoyl)-N-(3-nitrophenyl)benzamide